(dicyclohexylmethyl)-1-(6-((2-methyl-[1,1'-biphenyl]-3-yl)methoxy)pyridin-3-yl)-5,8,11,14-tetraoxa-2-azaheptadecan-17-amide C1(CCCCC1)C(C1CCCCC1)C(NCCOCCOCCOCCOCCC(=O)N)C=1C=NC(=CC1)OCC=1C(=C(C=CC1)C1=CC=CC=C1)C